(2-(2-methyl-1H-imidazol-1-yl)phenyl)methanamine CC=1N(C=CN1)C1=C(C=CC=C1)CN